FC([C@H]1N(C(OC1)=C=O)C=1N=C2N(CCOC3=C2C=CC(=C3)NC3COC3)C1)F (S)-3-((2-(4-(difluoromethyl)-2-carbonyloxazolidin-3-yl)-5,6-dihydrobenzo[f]imidazo[1,2-d][1,4]oxazepin-9-yl)amino)oxetane